(2-(4-(1-(benzo[d]thiazol-5-yl)ethyl)piperazin-1-yl)pyrimidin-5-yl)(ethylimino)(methyl)-λ6-sulfanone S1C=NC2=C1C=CC(=C2)C(C)N2CCN(CC2)C2=NC=C(C=N2)S(=O)(C)=NCC